FC(F)(F)S(=N)C(F)(F)F.C(CCCCC)N1C=[N+](C=C1)C 1-hexyl-3-methylimidazolium bistrifluoromethyl-sulfimide salt